(6S,6Ar,10aR)-6-ethynyl-9-(hydroxymethyl)-6-methyl-3-pentyl-6a,7,10,10a-tetrahydrobenzo[c]chromen-1-ol C(#C)[C@]1(OC=2C=C(C=C(C2[C@H]2[C@H]1CC=C(C2)CO)O)CCCCC)C